tributyl-phenyl-tin C(CCC)[Sn](C1=CC=CC=C1)(CCCC)CCCC